(2R,3S,5R)-5-(4-amino-2-oxopyrimidin-1(2H)-yl)-3-hydroxytetrahydrofuran NC1=NC(N(C=C1)[C@H]1C[C@@H](CO1)O)=O